carbonyl-[O-(2-pyridylmethyl)]-L-tyrosine C(=O)=N[C@@H](CC1=CC=C(C=C1)OCC1=NC=CC=C1)C(=O)O